OC(C(=O)[O-])CCCCCCCCCCCC 2-hydroxymyristate